FC(C(=O)O)(F)F.NCC(CN1C(N(C=C1)CC1=CC=C(S1)C=1C=C2CCC(N(C2=CC1)C)=O)=O)=C(F)F 6-[5-[[3-[2-(aminomethyl)-3,3-difluoro-allyl]-2-oxo-imidazol-1-yl]methyl]-2-thienyl]-1-methyl-3,4-dihydroquinolin-2-one trifluoroacetate